N-((1r,4r)-4-((7-morpholino-1,6-naphthyridin-5-yl)oxy)cyclohexyl)pyrimidin-2-amine O1CCN(CC1)C1=NC(=C2C=CC=NC2=C1)OC1CCC(CC1)NC1=NC=CC=N1